2-(3-chloro-4-tolyl)indazole ClC=1C=C(C=CC1N1N=C2C=CC=CC2=C1)C